(Z)-octadeca-13-en-1-yl acetate C(C)(=O)OCCCCCCCCCCCC\C=C/CCCC